C1(C2=C(C=NO1)C=CC=C2)=O benzo[d][1,2]oxazin-1-one